5-chloro-N-(4-cyclohexylphenyl)-2-hydroxybenzoamide ClC=1C=CC(=C(C(=O)NC2=CC=C(C=C2)C2CCCCC2)C1)O